C(CC1=CC=CC=C1)C1(CC=C(N=C1)NC1=CC=CC=C1)N 5-(phenethyl)-N2-phenylpyridine-2,5-diamine